3,3-dimethyl-2,4-dihydroxybutyric acid CC(C(C(=O)O)O)(CO)C